C1(CC1)C1=NC=C(C=N1)C1(CC1)C(=O)O 1-(2-cyclopropylpyrimidin-5-yl)cyclopropane-1-carboxylic acid